phenyl 3-(4-chlorophenyl)acrylate ClC1=CC=C(C=C1)C=CC(=O)OC1=CC=CC=C1